5-chloro-2-methyl-N-((1r,4r)-4-((2-oxo-3-(quinolin-3-yl)-2,3-dihydro-1H-benzo[d]imidazol-1-yl)methyl)cyclohexyl)nicotinamide ClC=1C=NC(=C(C(=O)NC2CCC(CC2)CN2C(N(C3=C2C=CC=C3)C=3C=NC2=CC=CC=C2C3)=O)C1)C